benzyl (1R,5S)-3-oxo-8-azabicyclo[3.2.1]octane-8-carboxylate O=C1C[C@H]2CC[C@@H](C1)N2C(=O)OCC2=CC=CC=C2